C(C1=CC=CC=C1)OC(=O)NCCCC(=O)ON1C(CCC1=O)=O 2,5-dioxopyrrolidin-1-yl 4-(((benzyloxy)-carbonyl) amino)-butanoate